2-fluoro-N-(6-(o-tolyl)imidazo[1,2-a]pyridin-2-yl)cyclopropanecarboxamide FC1C(C1)C(=O)NC=1N=C2N(C=C(C=C2)C2=C(C=CC=C2)C)C1